Racemic-tert-butyl 2-[1-(6-{1-[(benzyloxy)carbonyl]-2,3-dihydroindol-4-yl}pyridin-3-yl)ethyl]-5,5-difluoro-2,7-diazaspiro[3.5]nonane-7-carboxylate C(C1=CC=CC=C1)OC(=O)N1CCC2=C(C=CC=C12)C1=CC=C(C=N1)[C@@H](C)N1CC2(C1)C(CN(CC2)C(=O)OC(C)(C)C)(F)F |r|